NC1=C(C=NN(C1=O)CC(=O)NC1=CC(=C(C=C1)C)S(NCCC1=NC=CC=C1)(=O)=O)Cl 2-(5-amino-4-chloro-6-oxo-pyridazin-1-yl)-N-[4-methyl-3-[2-(2-pyridyl)ethylsulfamoyl]phenyl]acetamide